C(C)(C)OC1=NC=2N(C=C1C(=O)NC=1C=NN3C1N=CC(=C3)C)C=C(N2)[C@@]23CO[C@@](CC2)(C3)C 7-Isopropoxy-2-((1S,4R)-1-methyl-2-oxabicyclo[2.2.1]heptan-4-yl)-N-(6-methylpyrazolo[1,5-a]pyrimidin-3-yl)imidazo[1,2-a]pyrimidine-6-carboxamide